C(C)C1=CC(=CN(C1=O)C)C=1NC2=CC=C(C=C2C1C(C)C)C1CCN(CC1)CC(=O)N(C)C 2-(4-(2-(5-ethyl-1-methyl-6-oxo-1,6-dihydropyridin-3-yl)-3-isopropyl-1H-indol-5-yl)piperidin-1-yl)-N,N-dimethylacetamide